FC(C=1C(=C(C=CC1)[C@@H](C)NC1=NN(C(C=2C1=CN(C(C2OC)=O)[C@@H]2[C@H](COCC2)F)=O)C)F)F 4-(((R)-1-(3-(difluoromethyl)-2-fluorophenyl)ethyl)amino)-6-((3R,4S)-3-fluorotetrahydro-2H-pyran-4-yl)-8-methoxy-2-methyl-2,6-dihydropyrido[3,4-d]pyridazine-1,7-dione